1-(1-(1H-imidazol-4-yl)ethyl)-4-(methylamino)-7-(trifluoromethyl)quinazolin-2(1H)-one N1C=NC(=C1)C(C)N1C(N=C(C2=CC=C(C=C12)C(F)(F)F)NC)=O